3-(1-methylpiperidin-4-yl)propan-1-ol CN1CCC(CC1)CCCO